C1(=C(C=CC=C1)C1=CN=C(C=2N1C=CN2)NC2=CC=C(C=C2)N2CCN(CC2)C(=O)OC(C)(C)C)C tert-butyl 4-[4-[[5-(o-tolyl)imidazo[1,2-a]pyrazin-8-yl]amino]phenyl]piperazine-1-carboxylate